NC1(CN(CC1)C(=O)OC(C)(C)C)C[N+](=O)[O-] tert-butyl 3-amino-3-(nitromethyl)pyrrolidine-1-carboxylate